3-fluoro-pyridine-4-carboxamide FC=1C=NC=CC1C(=O)N